N[C@@H](C)C=1N(C(C2=C(C=CC=C2C1)C)=O)C1=NNC(=C1)C (S)-3-(1-aminoethyl)-2-(5-methyl-1H-pyrazol-3-yl)-8-methylisoquinolin-1(2H)-one